(1S,3aR,6aS)-2-(2-((1-methylcyclopropyl)amino)-2-oxoacetyl)-N-((S)-3-oxo-1-((S)-2-oxopyrrolidin-3-yl)-4-(trifluoromethoxy)butan-2-yl)octahydrocyclopenta[c]pyrrole-1-carboxamide CC1(CC1)NC(C(=O)N1[C@@H]([C@@H]2[C@H](C1)CCC2)C(=O)N[C@@H](C[C@H]2C(NCC2)=O)C(COC(F)(F)F)=O)=O